O1CCN(CC1)C1=CC=C(NC=2N=CC=NC2)C=C1 5-(4-morpholinoanilino)pyrazine